2,6-bis(pyridylacetyl)pyridinium N1=C(C=CC=C1)CC(=O)C1=[NH+]C(=CC=C1)C(CC1=NC=CC=C1)=O